montanic acid octacosyl ester C(CCCCCCCCCCCCCCCCCCCCCCCCCCC)OC(CCCCCCCCCCCCCCCCCCCCCCCCCCC)=O